(R)-N-(5-(5-ethylisoxazol-3-yl)-2,3-dihydro-1H-inden-1-yl)-4-methyloxazole-5-carboxamide C(C)C1=CC(=NO1)C=1C=C2CC[C@H](C2=CC1)NC(=O)C1=C(N=CO1)C